NC1=CC=C(C=C1)SC=C(C#N)C1=C(C=CC=C1)C(F)(F)F (4-aminophenyl)sulfanyl-2-[2-(trifluoromethyl)phenyl]prop-2-enenitrile